O=C1NC(CCC1N1C(C2=CC=C(C=C2C1=O)OC[C@@H]1C[C@H](CN1C)OC1CCN(CC1)C(=O)OC(C)(C)C)=O)=O tert-butyl 4-[[(3R,5S)-5-([[2-(2,6-dioxopiperidin-3-yl)-1,3-dioxoisoindol-5-yl]oxy]methyl)-1-methylpyrrolidin-3-yl]oxy]piperidine-1-carboxylate